FC1=C(C=CC(=C1)F)CN(C(=O)NCC1=CC(=C(C=C1)OC(C)C)C)C1CCN(CC1)C 1-[(2,4-difluorophenyl)methyl]-3-{[3-methyl-4-(propan-2-yloxy)phenyl]methyl}-1-(1-methylpiperidin-4-yl)urea